tert-butyl 3-(4-(2,6-difluoro-4-nitrophenyl)piperazin-1-yl)azetidine-1-carboxylate FC1=C(C(=CC(=C1)[N+](=O)[O-])F)N1CCN(CC1)C1CN(C1)C(=O)OC(C)(C)C